(S)-N-(4-((1-(3-chlorophenethyl)pyrrolidin-3-yl)methoxy)phenyl)-N-methylmethanesulfonamide ClC=1C=C(CCN2C[C@H](CC2)COC2=CC=C(C=C2)N(S(=O)(=O)C)C)C=CC1